ClC=1C=C2C(=NC(=NC2=C(C1C1=CC(=CC2=CC=CC=C12)O)F)OC[C@H]1N(CCC1)C)N1C[C@@H]2CC[C@H](CC1)N2 4-{6-chloro-4-[(1S,6R)-3,9-diazabicyclo[4.2.1]nonan-3-yl]-8-fluoro-2-{[(2S)-1-methylpyrrolidin-2-yl]methoxy}quinazolin-7-yl}naphthalen-2-ol